FC=1C=C(C=C(C1)F)[C@@H]1CC[C@H]2OC3(C(N21)=O)CCN(CC3)C(=O)C3=NC(=CC=C3)OC(C)C (5'S,7a'R)-5'-(3,5-difluorophenyl)-1-{6-[(propan-2-yl)oxy]-pyridine-2-carbonyl}-tetrahydro-3'H-spiro-[piperidine-4,2'-pyrrolo[2,1-b][1,3]-oxazol]-3'-one